FC1(C[C@H]([C@H](C2=CC=C(C=C12)O)C1=CC=C(C=C1)N1CCC(CC1)CN1CCN(CC1)C=1C=C2CN(C(C2=CC1)=O)[C@@H]1C(NC(CC1)=O)=O)C(C)C)F (S)-3-(5-(4-((1-(4-((1S,2S)-4,4-difluoro-6-hydroxy-2-isopropyl-1,2,3,4-tetrahydronaphthalen-1-yl)phenyl)piperidin-4-yl)methyl)piperazin-1-yl)-1-oxoisoindolin-2-yl)piperidine-2,6-dione